FC1=C(C(=CC=C1)F)S(=O)(=O)NC1=C(C(=CC=C1)C=1N=C(SC1C1=NC(=NC=C1)SC)C(C)(C)O)F 2,6-Difluoro-N-(2-fluoro-3-(2-(2-hydroxypropan-2-yl)-5-(2-(methylthio)pyrimidin-4-yl)-thiazol-4-yl)phenyl)benzenesulfonamide